BrCC1=CC2=CC=CC=C2C=C1 β-bromomethylnaphthalene